2-(4-(1H-imidazol-1-yl)phenyl)-5-methyl-4-((4-(4-(trifluoromethoxy)phenyl)piperidin-1-yl)methyl)oxazole N1(C=NC=C1)C1=CC=C(C=C1)C=1OC(=C(N1)CN1CCC(CC1)C1=CC=C(C=C1)OC(F)(F)F)C